C(C)N1C(C(N(CC1[2H])C(=O)OC(C)(C)C)([2H])[2H])([2H])[2H] tert-Butyl 4-ethylpiperazine-d5-1-carboxylate